C(C)(C)(C)C=1C=C(CP(O)(O)=O)C=C(C1O)C(C)(C)C (3,5-Di-tert-butyl-4-hydroxybenzyl)phosphonic acid